BrC(C(=O)NC1(CC1)CF)C1=NC(=NC(=C1C1OCCO1)N[C@H](C)C1=C(C(=CC=C1)C#N)C)C 2-bromo-2-(6-(((R)-1-(3-cyano-2-methylphenyl)ethyl)amino)-5-(1,3-dioxolane-2-yl)-2-methylpyrimidin-4-yl)-N-(1-(fluoromethyl)cyclopropyl)acetamide